3-(2-(Difluoromethyl)-3-fluoropyridin-4-yl)-1-(2-methoxypyrimidin-5-yl)-1-((5-(trifluoromethyl)-1H-pyrazol-3-yl)methyl)urea FC(C1=NC=CC(=C1F)NC(N(CC1=NNC(=C1)C(F)(F)F)C=1C=NC(=NC1)OC)=O)F